tert-butyl 3-{5-(2-aminopyrimidin-4-yl)-4-[3-(2,5-difluorobenzenesulfonylamino)-2-fluorophenyl]-thiazol-2-yl}-morpholine-4-carboxylate NC1=NC=CC(=N1)C1=C(N=C(S1)C1N(CCOC1)C(=O)OC(C)(C)C)C1=C(C(=CC=C1)NS(=O)(=O)C1=C(C=CC(=C1)F)F)F